2,3,4,9-tetrahydro-1H-carbazole-3-carboxylic acid ethyl ester C(C)OC(=O)C1CCC=2NC3=CC=CC=C3C2C1